ClC1=C(C=CC=C1)N1C(N=C(C2=C1N=C(C=C2)C(F)(F)F)NC2(CC(C2)O)C)=O 1-(2-chlorophenyl)-4-(((1s,3s)-3-hydroxy-1-methylcyclobutyl)amino)-7-(trifluoromethyl)pyrido[2,3-d]pyrimidin-2(1H)-one